C(C)(C)(C)OC(=O)N1[C@@H]2C[C@@H]2C[C@H]1C(NC1=NC(=CC=C1)Br)=O (1R,3S,5R)-3-((6-bromopyridin-2-yl)carbamoyl)-2-azabicyclo[3.1.0]Hexane-2-carboxylic acid tert-butyl ester